N-methyl-2-thioxo-1,2-dihydropyridine-3-carboxamide CNC(=O)C=1C(NC=CC1)=S